FC1CN(CC(C1NC(=O)C1=CC(=CC=2N(C=NC21)CC(F)(F)F)C#CCNC=2C(OC)=CC=C(C2)S(=O)(=O)C)C)C N-(3-fluoro-1-methyl-5-methyl-4-piperidyl)-6-[3-(4-mesyl-2-anisidino)-1-propynyl]-1-(2,2,2-trifluoroethyl)-1H-benzo[d]imidazole-4-carboxamide